germanium stannum [Sn].[Ge]